N[C@@H]1C2=CC=CC=C2CC12CCN(CC2)C=2NC(C1=C(N2)NN=C1C=1C=2C=NC(=NC2CC(C1)(C)C)C)=O (S)-6-(1-amino-1,3-dihydrospiro[indene-2,4'-piperidin]-1'-yl)-3-(2,7,7-trimethyl-7,8-dihydroquinazolin-5-yl)-1,5-dihydro-4H-pyrazolo[3,4-d]pyrimidin-4-one